methyl 6-[(3R)-3-allyl-5-oxo-morpholin-4-yl]-3-[bis(tert-butoxycarbonyl)amino]-5-(trifluoromethyl)pyridine-2-carboxylate C(C=C)[C@H]1N(C(COC1)=O)C1=C(C=C(C(=N1)C(=O)OC)N(C(=O)OC(C)(C)C)C(=O)OC(C)(C)C)C(F)(F)F